COC1=CC=2N=CN=C(C2N=C1OC(C)C1=CN=NN1C)C=1C(=NN(C1)C)C1=CC=CC=C1 7-Methoxy-6-(1-(1-methyl-1H-1,2,3-triazol-5-yl)ethoxy)-4-(1-methyl-3-phenyl-1H-pyrazol-4-yl)pyrido[3,2-d]pyrimidine